C(CCCCCCCCCCCCCCCCC)C(C(C(=O)O)CCCCCCCCCCCCCCCCCC)C(=O)O distearylsuccinic acid